(1-(6-chloro-5-methylpyridin-3-yl)-1-hydroxyethyl)isoxazole-3-carboxylic acid ClC1=C(C=C(C=N1)C(C)(O)C=1C(=NOC1)C(=O)O)C